1-(4-(6-Vinylquinolin-2-yl)piperidin-1-yl)ethan-1-one C(=C)C=1C=C2C=CC(=NC2=CC1)C1CCN(CC1)C(C)=O